C(C=C)C=1C(NOC2=C(C1)C=CC=C2)=O allylbenzoxazepinone